FC(COC1=CC(=C(C=N1)OCC(C#N)(C)C)C1=CC=2N(C=C1)N=C(C2)NC2=NC(=NC(=C2)C)NC)F 3-[[6-(2,2-difluoroethoxy)-4-[2-[[6-methyl-2-(methylamino)pyrimidin-4-yl]amino]pyrazolo[1,5-a]pyridin-5-yl]-3-pyridyl]oxy]-2,2-dimethyl-propanenitrile